1-[2-methyl-4-[4-[(4-piperazin-1-yl-1-piperidyl)methyl]phenyl]phenyl]-N-[[3-(2,2,2-trifluoro-1,1-dimethyl-ethyl)-1H-1,2,4-triazol-5-yl]methyl]pyrazole-4-carboxamide CC1=C(C=CC(=C1)C1=CC=C(C=C1)CN1CCC(CC1)N1CCNCC1)N1N=CC(=C1)C(=O)NCC1=NC(=NN1)C(C(F)(F)F)(C)C